C(CCCCCCCCCCC)C1=C(C=CC=C1)O.[Na] Sodium dodecyl-phenol